FC1=C(C=C(C=C1)F)N(C(=O)C=1C=CC=2N(C1)C(=CN2)C2=CC=C(C=C2)NC(OC)=O)C methyl N-[4-[6-[(2,5-difluorophenyl)-methyl-carbamoyl]imidazo[1,2-a]pyridin-3-yl]phenyl]carbamate